C(C1=CC=CC=C1)N1C2=C(NC3=C(C1=O)C=C(C=C3)O)C=CC(=C2)F 10-Benzyl-8-fluoro-2-hydroxy-5,10-dihydro-11H-dibenzo[b,e][1,4]diazepin-11-one